NC1=NC=2C=CC(=CC2C2=C1C=NN2C)C(=O)N(N(C(OC(C)(C)C)=O)C)CC2=NC=C(C=C2)C(F)(F)F tert-butyl N-[(4-amino-1-methyl-pyrazolo[4,3-c]quinoline-8-carbonyl)-[[5-(trifluoromethyl)-2-pyridyl]methyl]amino]-N-methyl-carbamate